NCCCCCCCCCCCCCCNCCCCCCCCCCCC(=O)[O-] 1,16-diazaoctacosan-28-oate